CC1COC(C(CC(C(C(CC(CNC(C1)C)C)C)O[C@H]1O[C@H](C[C@H]([C@@H]1OC1=CC=CC=C1)N(S(NC1=CC=CC=C1)(=O)=O)C)C)C)C)=O 3,5,8,10,12,14-hexamethyl-11-[(2R,3S,4R,6S)-6-methyl-4-[methyl(phenylsulfamoyl)-amino]-3-phenoxyoxan-2-yl]oxy-15-oxo-1-oxa-6-azacyclopentadecane